1-hydroxyethyl-imidazole bis(trifluoromethanesulfonyl)imide salt [N-](S(=O)(=O)C(F)(F)F)S(=O)(=O)C(F)(F)F.OC(C)C=1NC=CN1